COC(=O)C1=CC=C(C=C1)C1=C(C=C(C=C1)N)OC 2'-methoxy-4'-amino-[1,1'-biphenyl]-4-carboxylic acid methyl ester